CC=1C=C(C=CC1OCC(=C)C)B(O)O (3-METHYL-4-[(2-METHYLPROP-2-EN-1-YL)OXY]PHENYL)BORANEDIOL